4-fluoro-1-(7-oxo-5,6,7,8-tetrahydro-1,8-naphthyridine-2-carbonyl)-N-{phenyl[4-(propan-2-yl)phenyl]methyl}pyrrolidine-2-carboxamide FC1CC(N(C1)C(=O)C1=NC=2NC(CCC2C=C1)=O)C(=O)NC(C1=CC=C(C=C1)C(C)C)C1=CC=CC=C1